tert-butyl N-[3-(hydroxymethyl)azetidin-3-yl]carbamate OCC1(CNC1)NC(OC(C)(C)C)=O